C1(CCCC1)NC1=CC(=C2C(NC(=NC2=C1)CSC1CCN(CC1)C(=O)OC(C)(C)C)=O)F tert-butyl 4-(((7-(cyclopentylamino)-5-fluoro-4-oxo-3,4-dihydroquinazolin-2-yl) methyl)thio)piperidine-1-carboxylate